ethyl (Z)-2-(2,3-dimethylindol-1-yl)-3-[(4-methyl-5-oxo-2H-furan-2-yl)oxy]prop-2-enoate CC=1N(C2=CC=CC=C2C1C)\C(\C(=O)OCC)=C/OC1OC(C(=C1)C)=O